CC1=NC=C2N1C=CN=C2C2(CCC(CC2)NC2=CC=CC=1N2C=C(N1)C(F)(F)F)N 1-(3-methylimidazo[1,5-a]pyrazine-8-yl)-N4-(2-(trifluoromethyl)imidazo[1,2-a]pyridin-5-yl)cyclohexane-1,4-diamine